O1CC[C@@H]2N(CCC[C@@H]21)CCOC2=CC=1N(C=C2)C(=CN1)C1=CC(=NC=N1)NCC1=CC=C(C=C1)C=1C=NN(C1)C (6-{7-[(3aS,7aS)-2-(hexahydro-furo[3,2-b]pyridin-4-yl)-ethoxy]-imidazo[1,2-a]pyridin-3-yl}-pyrimidin-4-yl)-[4-(1-methyl-1H-pyrazol-4-yl)-benzyl]-amine